IC1=C2C(=NC=C1)N(C=C2)C 4-iodo-1-methyl-1H-pyrrolo[2,3-b]pyridine